1-(3-bromo-5-methylphenyl)propan-1-ol BrC=1C=C(C=C(C1)C)C(CC)O